[Si](C)(C)(C(C)(C)C)OCCCC[C@@H](C)OC=1C(=NC=C(N1)C)S(=O)(=O)N1[C@@H](CCC1)C(=O)OCCCC |&1:12| Butyl ((3-(((RS)-6-((tert-butyldimethylsilyl)oxy)hexan-2-yl)oxy)-5-methylpyrazin-2-yl)sulfonyl)-L-prolinate